FC(C1=NN=C(S1)C1=NC=CC2=C(C=C(C=C12)S(=O)(=O)NC1(CC1)C)N1CCNCC1)F 1-(5-(difluoromethyl)-1,3,4-thiadiazol-2-yl)-N-(1-methylcyclopropyl)-5-(piperazin-1-yl)isoquinoline-7-sulfonamide